6-[2-[2-(aminomethyl)-3,3-difluoro-allyl]-3-oxo-[1,2,4]triazolo[4,3-a]pyridin-7-yl]-8-methyl-3,4-dihydro-1H-quinolin-2-one NCC(CN1N=C2N(C=CC(=C2)C=2C=C3CCC(NC3=C(C2)C)=O)C1=O)=C(F)F